2,3,4-Trifluoro-5-nitrobenzoic acid FC1=C(C(=O)O)C=C(C(=C1F)F)[N+](=O)[O-]